8-(4-methoxyphenyl)-6-(6-oxo-1,6-dihydropyridin-3-yl)-2-(2,2,2-trifluoroethylamino)pyrido[2,3-d]pyrimidin-7(8H)-one COC1=CC=C(C=C1)N1C(C(=CC2=C1N=C(N=C2)NCC(F)(F)F)C2=CNC(C=C2)=O)=O